OC1=CC=C(C=C1)\C(=C(/CC)\C1=CC=CC=C1)\C1=CC=C(C=C1)/C=C/C(=O)O (E)-3-[4-[(E)-1-(4-hydroxyphenyl)-2-phenylbut-1-enyl]phenyl]prop-2-enoic acid